NC1=NC2=CC=CC=C2C(=C1)SC=1C=2N(C(=NC1)N1CCC3([C@@H]([C@@H](OC3)C)N)CC1)C=CN2 (3S,4S)-8-(8-((2-aminoquinolin-4-yl)thio)imidazo[1,2-c]pyrimidin-5-yl)-3-methyl-2-oxa-8-azaspiro[4.5]decan-4-amine